2-(5-fluoro-3-methyl-2-oxo-2,3-dihydrobenzo[d]oxazol-4-yl)acetaldehyde FC=1C=CC2=C(N(C(O2)=O)C)C1CC=O